(S)-3-((S)-sec-Butyl)-4-(3-methyl-1,2,4-thiadiazol-5-yl)-1,3,4,5-tetrahydro-2H-benzo[e][1,4]diazepin-2-one [C@H](C)(CC)[C@@H]1N(CC2=C(NC1=O)C=CC=C2)C2=NC(=NS2)C